[PH+]1(C=CC=C1)C(=O)[O-].[NH4+] ammonium phospholiumate